ClCC(=O)N1C2=C(OC[C@@H]1C)N=C(C(=C2)CC2=CC=C(C=C2)F)C(=O)N2CCOCC2 (S)-2-chloro-1-(7-(4-fluorobenzyl)-2-methyl-6-(morpholine-4-carbonyl)-2,3-dihydro-1H-pyrido[2,3-b][1,4]oxazin-1-yl)ethan-1-one